5-((4-Chloro-5-(((R)-4-(2-chloro-3-(((R)-1-methylpiperidin-3-yl)methoxy)phenyl)-2,3-dihydro-1H-inden-1-yl)oxy)-2-(hydroxymethyl)phenoxy)methyl)nicotinonitril ClC1=CC(=C(OCC=2C=NC=C(C#N)C2)C=C1O[C@@H]1CCC2=C(C=CC=C12)C1=C(C(=CC=C1)OC[C@H]1CN(CCC1)C)Cl)CO